8,8'-((2-(Dimethylamino)ethyl)azanediyl)bis(N,N-didecyl-octanoamide) CN(CCN(CCCCCCCC(=O)N(CCCCCCCCCC)CCCCCCCCCC)CCCCCCCC(=O)N(CCCCCCCCCC)CCCCCCCCCC)C